C1N(CCC2=CC=CC=C12)C[C@H](CN1CCN(C2=C(C1=O)C=CC(=C2)OC2CN(CC2)C)C)O 4-[(2R)-3-(3,4-dihydro-1H-isoquinolin-2-yl)-2-hydroxy-propyl]-1-methyl-8-(1-methylpyrrolidin-3-yl)oxy-2,3-dihydro-1,4-benzodiazepin-5-one